4-Isopropyl-1,3-thiazol C(C)(C)C=1N=CSC1